vanillic acid diethylamide C(C)N(C(C1=CC(OC)=C(O)C=C1)=O)CC